((2-nitro-6-(trifluoromethyl) phenyl) amino) azetidine-1-carboxylate N1(CCC1)C(=O)ONC1=C(C=CC=C1C(F)(F)F)[N+](=O)[O-]